C1(CC1)S(=O)(=O)N1N=CC(=C1)C1=NC=CC(=N1)C1(C=C(C(=CN1)C1=NC=C(C=C1)N1CCOCC1)NC1CCC(CC1)F)N 6'-(2-(1-(Cyclopropylsulfonyl)-1H-pyrazol-4-yl)pyrimidin-4-yl)-N4'-((1s,4s)-4-fluorocyclohexyl)-5-morpholino-[2,3'-bipyridine]-4',6'-diamine